Cl.Cl.N1CC(C1)CN1C[C@@H](CC1)F (R)-1-(azetidin-3-ylmethyl)-3-fluoropyrrolidine dihydrochloride